N-([1,1'-biphenyl]-2-yl)-N-(9,9-dimethyl-9H-fluoren-2-yl)-9,9'-spirobi[fluoren]-4-amine C1(=C(C=CC=C1)N(C1=CC=CC=2C3(C4=CC=CC=C4C12)C1=CC=CC=C1C=1C=CC=CC13)C1=CC=3C(C2=CC=CC=C2C3C=C1)(C)C)C1=CC=CC=C1